1-(4-(3-((3-chloro-4-(3,3-difluoroazetidine-1-carbonyl)phenyl)amino)azetidin-1-yl)piperidin-1-yl)-3,3,3-trifluoro-2-hydroxy-2-phenylpropan-1-one ClC=1C=C(C=CC1C(=O)N1CC(C1)(F)F)NC1CN(C1)C1CCN(CC1)C(C(C(F)(F)F)(C1=CC=CC=C1)O)=O